COC1=CC=C(C=C1)N[C@H](C(=O)C1=CC=CC=C1)C1=CC=CC=C1 (S)-2-((4-Methoxyphenyl)amino)-1,2-diphenylethan-1-one